C1(=CC=CC=C1)C(C1=CC=CC=C1)NOC(C(=O)OC)=O methyl 2-(((diphenylmethyl) amino) oxy)-2-oxoacetate